1,3-dimethyl-5-((4-(4-methylpiperidin-1-yl)phenyl)amino)-1,3-dihydro-2H-benzo[d]imidazol-2-one CN1C(N(C2=C1C=CC(=C2)NC2=CC=C(C=C2)N2CCC(CC2)C)C)=O